2-(4-((1-(4-Nitro-2-(trifluoromethyl)phenyl)piperidin-4-yl)methoxy)piperidin-1-yl)acetic acid ethyl ester C(C)OC(CN1CCC(CC1)OCC1CCN(CC1)C1=C(C=C(C=C1)[N+](=O)[O-])C(F)(F)F)=O